The molecule is a limonoid that is nimbin in which the acetyloxy group at position 6 is replaced by a hydroxy hroup. It has been isolated from Azadirachta indica. It has a role as a plant metabolite, an antifeedant and an insect growth regulator. It is a cyclic terpene ketone, an enone, a member of furans, a limonoid, a tetracyclic triterpenoid, a methyl ester and a diester. It derives from a nimbin. CC1=C2[C@@H](C[C@H]1C3=COC=C3)O[C@H]4[C@@]2([C@@H]([C@@]5([C@@H]([C@H]4O)[C@](C=CC5=O)(C)C(=O)OC)C)CC(=O)OC)C